CC1=NOC(=C1C(C)N1C(C2=C(CCC1)C(=CN2)C2=NC(=NC=C2C(F)(F)F)N[C@@H]2CNC(CC2)(C)C)=O)C 7-[1-(3,5-dimethyl-1,2-oxazol-4-yl)ethyl]-3-(2-{[(3S)-6,6-dimethylpiperidin-3-yl]amino}-5-(trifluoromethyl)pyrimidin-4-yl)-1H,4H,5H,6H,7H,8H-pyrrolo[2,3-c]azepin-8-one